ClC=1C=C(C=C(C1)C(F)(F)F)NC1=C(C(=CC(=C1)F)N)C N1-(3-chloro-5-(trifluoromethyl)phenyl)-5-fluoro-2-methylbenzene-1,3-diamine